C(CC)C1N(CCC1)CCOCC Propyl-ethoxyethyl-pyrrolidine